NC=1C2=C(N=CN1)N(C=C2C=2C(=C1CCN(C1=CC2)C(CC2=CC(=C(C=C2)F)C(F)(F)F)=O)F)C(C)C 1-(5-(4-amino-7-isoprop-yl-7H-pyrrolo[2,3-d]pyrimidin-5-yl)-4-fluoroindolin-1-yl)-2-(4-fluoro-3-(trifluoromethyl)phenyl)-ethan-1-one